C[C@]12CC[C@H]3[C@H]([C@@H]1CC[C@]2(C#C)O)CCC4=C3C=CC(=C4)OC5CCCC5 The molecule is a 17-hydroxy steroid and a terminal acetylenic compound. It has a role as a xenoestrogen. It derives from a 17beta-estradiol.